C(C1=CC=CC=C1)N1CCC(CC1)CCN1C(NC(C(=C1C)C(=O)OCC)C1=CC=C(C=C1)OCCCCCCN1CCCCC1)=O Ethyl 1-(2-(1-benzylpiperidin-4-yl)ethyl)-6-methyl-2-oxo-4-(4-((6-(piperidin-1-yl)hexyl)oxy)phenyl)-1,2,3,4-tetrahydropyrimidine-5-carboxylate